7-bromo-3-cyclopropyl-imidazo[4,5-c]pyridine BrC=1C2=C(C=NC1)N(C=N2)C2CC2